1-(Isoquinolin-8-ylmethyl)-2-thiocarbonyl-1,2,3,5-tetrahydro-4H-pyrrolo[3,2-d]pyrimidin-4-one C1=NC=CC2=CC=CC(=C12)CN1C(NC(C2=C1C=CN2)=O)=C=S